C(C)(=O)N[C@H](CC1=CC=CC2=CC=CC=C12)C(=O)O (R)-N-acetyl-beta-naphthyl-alanine